(3R,3aS,4R,5R,7S,9R,9aR,12R)-3-methoxy-7-(methoxymethyl)-4,7,9,12-tetramethyl-8-oxodecahydro-4,9a-propanocyclopenta[8]annulen-5-yl-2-(tosyloxy)acetate CO[C@@H]1CC[C@@]23[C@H](C([C@](C[C@H]([C@]([C@H]21)([C@@H](CC3)C)C)C(C(=O)[O-])OS(=O)(=O)C3=CC=C(C)C=C3)(C)COC)=O)C